3-benzyloxy-5-(4-fluoro-benzylcarbamoyl)-4-oxo-1-(2-oxo-ethyl)-1,4-dihydro-pyridine-2-carboxylic acid methyl ester COC(=O)C=1N(C=C(C(C1OCC1=CC=CC=C1)=O)C(NCC1=CC=C(C=C1)F)=O)CC=O